N-[(4S)-4-(4-aminoimidazo[4,5-c]quinolin-1-yl)-5-ethoxy-pentyl]octadecanoamide NC1=NC=2C=CC=CC2C2=C1N=CN2[C@@H](CCCNC(CCCCCCCCCCCCCCCCC)=O)COCC